(3S)-3-(2-(4-(14-azido-3-methyl-6,9,12-trioxa-3-aza-tetradecyl)-2-oxopyridin-1(2H)-yl)-5-methylhexanoylamino)-3-(2',4',6'-trimethyl-[1,1'-biphenyl]-3-yl)propionic acid N(=[N+]=[N-])CCOCCOCCOCCN(CCC1=CC(N(C=C1)C(C(=O)N[C@@H](CC(=O)O)C=1C=C(C=CC1)C1=C(C=C(C=C1C)C)C)CCC(C)C)=O)C